[N+](=O)([O-])C1=CC=C(C=C1)C1(C(C(OC2=C1N(C=1C=CC=CC12)C)=O)C(F)(F)F)C1=CC=CC=C1 4-(4-nitrophenyl)-5-methyl-4-phenyl-3-trifluoromethylindolopyranone